1-[2,4-dichloro-5-(1,1,2,2-tetrafluoroethoxy)phenyl]-3-[1-[3-(triazol-2-yl)pyrazin-2-yl]ethyl]urea ClC1=C(C=C(C(=C1)Cl)OC(C(F)F)(F)F)NC(=O)NC(C)C1=NC=CN=C1N1N=CC=N1